NC1CC(CCC1O)C(C(F)(F)F)(C(F)(F)F)C1CC(C(CC1)O)N 2,2-bis(3-amino-4-hydroxycyclohexyl)hexafluoropropane